C(C(=C)CC(=O)O)(=O)O.C=C(C(=O)O)CC(=O)O Methylenesuccinic acid (itaconate)